C(C1=CC=CC=C1)OC(=O)N[C@@H](C(=O)O)CCC(=O)OC(C)(C)C (2R)-2-(benzyloxycarbonylamino)-5-tert-butoxy-5-oxo-pentanoic acid